FC1=C(C=CC(=C1)N1[C@H](C(CC1)(C(F)(F)F)C1=CC(=C(C(=C1)Cl)Cl)Cl)O)CNC(=O)C1CC1 (S)-N-[[2-fluoro-4-[2-hydroxy-3-(3,4,5-trichlorophenyl)-3-(trifluoromethyl)pyrrolidin-1-yl]phenyl]methyl]cyclopropanecarboxamide